(R)-8-(3-(2-amino-3-methylpyridin-4-yl)-1H-pyrazolo[3,4-b]pyrazin-6-yl)-8-azaspiro[4.5]decan-1-amine NC1=NC=CC(=C1C)C1=NNC2=NC(=CN=C21)N2CCC1(CCC[C@H]1N)CC2